CC=1C=C2C=NNC2=CC1N1CCN(CC1)C1(COC1)C 5-methyl-6-(4-(3-methyloxetan-3-yl)piperazin-1-yl)-1H-indazole